CC1(N(C(C1)=O)OS(=O)(=O)O)C (S)-2,2-dimethyl-4-oxo-1-(sulfooxy)azetidin